(S)-N-((S)-1-(4-(4-isopropyl-5-(8-methyl-[1,2,4]triazolo[1,5-a]pyridin-6-yl)-1H-pyrazol-3-yl)phenyl)ethyl)-N-methylpyrrolidine-2-carboxamide C(C)(C)C=1C(=NNC1C=1C=C(C=2N(C1)N=CN2)C)C2=CC=C(C=C2)[C@H](C)N(C(=O)[C@H]2NCCC2)C